[Si](C)(C)(C(C)(C)C)OCC1=CC(=NC=N1)C(=O)O 6-(((tert-butyldimethylsilyl)oxy)methyl)pyrimidine-4-carboxylic acid